(1R,3aR,6aS)-N-((R)-1-cyano-2-((S)-2-oxopiperidin-3-yl)ethyl)-2-(9-hydroxy-9H-fluorene-9-carbonyl)octahydrocyclopenta[c]pyrrole-1-carboxamide C(#N)[C@@H](C[C@H]1C(NCCC1)=O)NC(=O)[C@@H]1N(C[C@H]2[C@@H]1CCC2)C(=O)C2(C1=CC=CC=C1C=1C=CC=CC21)O